C(C)(C)(C)OC(=O)N1CC(N(CC1)[C@@H](C)C1=NC2=C(N1C[C@H]1OCC1)C=C(C=C2)C(=O)OC)=O Methyl 2-((S)-1-(4-(tert-butoxycarbonyl)-2-oxopiperazin-1-yl) ethyl)-1-(((S)-oxetan-2-yl) methyl)-1H-benzo[d]imidazole-6-carboxylate